O.O.O.O.[Na+].CC(C(=O)OC1=CC=C(C=C1)S(=O)(=O)NC1=C(C(=O)NCC(=O)[O-])C=CC=C1)(C)C N-{2-[4-(2,2-dimethylpropionoyloxy)benzenesulfonylamino]benzoyl}glycine sodium salt tetrahydrate